1,4-bis(2-thienyl)-1,2-diallyl-1-butene-3-yne S1C(=CC=C1)C(=C(C#CC=1SC=CC1)CC=C)CC=C